COC1=CC=C(C=C1)C1=NOC(=N1)N1CCN(CC1)C(=O)N1CCC(CC1)C (4-(3-(4-Methoxyphenyl)-1,2,4-oxadiazol-5-yl)piperazin-1-yl)(4-methylpiperidin-1-yl)methanone